C1(CCC1)N1N(C(=C(C1=O)NC(OC(C)(C)C)=O)C)C tert-Butyl (2-cyclobutyl-1,5-dimethyl-3-oxo-2,3-dihydro-1H-pyrazol-4-yl)carbamate